FC(C1CCC(CC1)C(=O)OC)(C1=NC(=NC(=C1)C)SC)F Methyl 4-[difluoro-(6-methyl-2-methylsulfanyl-pyrimidin-4-yl)methyl]cyclohexanecarboxylate